3-(Bromomethyl)-1-[(2-chlorophenyl)methyl]-5-(3,5-dimethoxyphenyl)-1H-pyrazole BrCC1=NN(C(=C1)C1=CC(=CC(=C1)OC)OC)CC1=C(C=CC=C1)Cl